N1(CCC1)C(C)C=1NC(C=2SC(=C3OCCCC1C23)C=2C=NN(C2)C(C2=CC=CC=C2)(C2=CC=CC=C2)C2=CC=CC=C2)=O 5-(1-(azetidin-1-yl)ethyl)-1-(1-trityl-1H-pyrazol-4-yl)-4,6,7,8-tetrahydro-3H-9-oxa-2-thia-4-azabenzo[cd]azulene-3-one